((S)-1-((R)-1-oxa-6-azaspiro[3.3]heptan-3-yl)pyrrolidin-3-yl)-4-(5-(5-fluoro-2-methoxypyridin-4-yl)-1H-pyrazole-3-carbonyl)-4-azaspiro[2.5]octane-7-carboxamide O1C[C@H](C12CNC2)N2C[C@@H](CC2)C2CC21N(CCC(C1)C(=O)N)C(=O)C1=NNC(=C1)C1=CC(=NC=C1F)OC